O=C1N(C(CN1C1=CC=C(C=C1)C(F)(F)F)=O)CCC1=CC(=C(OC(C(=O)OCC)(C)C)C(=C1)C)C Ethyl 2-(4-(2-(2,5-dioxo-3-(4-(trifluoromethyl)phenyl)imidazolidin-1-yl)ethyl)-2,6-dimeth-ylphenoxy)-2-methylpropionate